benzyl 2-(3-benzyloxy-4-bromo-2,6-difluoro-phenyl)acetate C(C1=CC=CC=C1)OC=1C(=C(C(=CC1Br)F)CC(=O)OCC1=CC=CC=C1)F